[Si](C)(C)(C(C)(C)C)OS(=O)(=O)C(F)(F)F.FCC1N(CCC1)CC1=C2C(=NC(=C1)C=1C=C3CN(C(C3=CC1)=O)C1C(NC(CC1)=O)=O)N(C=C2)C2COC2 3-(5-(4-((2-(fluoromethyl)pyrrolidin-1-yl)methyl)-1-(oxetan-3-yl)-1H-pyrrolo[2,3-b]pyridin-6-yl)-1-oxoisoindolin-2-yl)piperidine-2,6-dione tert-butyldimethylsilyltriFlate